(3S,4R,5R,6R)-4,5-dihydroxy-6-(hydroxymethyl)tetrahydro-2H-pyran O[C@@H]1CCO[C@@H]([C@@H]1O)CO